5-(chloromethyl)-1-methyl-1H-pyrazole-3-carbonyl chloride ClCC1=CC(=NN1C)C(=O)Cl